COC=1C=C2CCN=C(C2=CC1)C1=CC(=C(C=C1)[N+](=O)[O-])C 6-methoxy-1-(3-methyl-4-nitrophenyl)-3,4-dihydroisoquinoline